FC=1C(=CC(=C(C1)NC1=NC=C2N(C(N(C2=N1)C12CC(C1)(C2)F)=O)C)C)C=2C=NN(C2)C 2-((5-fluoro-2-methyl-4-(1-methyl-1H-pyrazol-4-yl)phenyl)amino)-9-(3-fluorobicyclo[1.1.1]pentan-1-yl)-7-methyl-7,9-dihydro-8H-purin-8-one